(S)-(3-fluoropyrrolidin-1-yl)(2-(2-(hydroxymethyl)thieno[3,2-b]pyridin-7-yl)-4-methyl-6-(trifluoromethyl)pyridin-3-yl)methanone F[C@@H]1CN(CC1)C(=O)C=1C(=NC(=CC1C)C(F)(F)F)C1=C2C(=NC=C1)C=C(S2)CO